ClC=1C=C(C(=O)NC2=CC=C(C=C2)[C@@H]2CNCCO2)C=C(N1)C (R)-2-Chloro-6-methyl-N-(4-(morpholin-2-yl)-phenyl)-isonicotinamid